1-Ethyl-7-fluoro-8-(5-fluoro-1H-indol-4-yl)-4,4,9-trimethyl-5H-[1,2,4]triazolo[4,3-a]quinoxaline C(C)C1=NN=C2N1C1=C(C(=C(C=C1NC2(C)C)F)C2=C1C=CNC1=CC=C2F)C